(3E)-3-[methoxy(phenyl)methylene]-2-oxoindoline-6-carboxylic acid Methyl ester COC(=O)C1=CC=C2\C(\C(NC2=C1)=O)=C(\C1=CC=CC=C1)/OC